CC1(OCC1)C(=O)O 2-methyl-2-oxetanecarboxylic acid